ethyl 2-(5-(hydroxymethyl)pyrimidin-2-yl)-2-methylpropanoate OCC=1C=NC(=NC1)C(C(=O)OCC)(C)C